(1S)-1-cyclohexylethanol C1(CCCCC1)[C@H](C)O